FC1=CC=C(C=C1)N1N=NC(=C1COC1=NC=2CCN(CC2C=C1)C(C(C)C)=O)C 1-(2-{[1-(4-fluorophenyl)-4-methyl-1H-1,2,3-triazol-5-yl]methoxy}-5,6,7,8-tetrahydro-1,6-naphthyridin-6-yl)-2-methylpropan-1-one